C(N)(=O)C1=NN(C2=CC=C(C=C12)C(=O)O)CC(=O)N(C1CC1)CC(=O)NCC1=C(C(=CC=C1)Cl)F 3-carbamoyl-1-(2-((2-((3-chloro-2-fluorobenzyl)amino)-2-oxoethyl)(cyclopropyl)amino)-2-oxoethyl)-1H-indazole-5-carboxylic acid